1-(5-Bromo-3-nitropyridin-2-yl)-4-methylpiperazine BrC=1C=C(C(=NC1)N1CCN(CC1)C)[N+](=O)[O-]